CCN(CC)CCN N,N-diethyl-1,2-ethaneDiamine